C(=O)=C1N(C2(C1)CCC2)C(=O)OC(C)(C)C Tert-butyl 2-carbonyl-1-azaspiro[3.3]heptane-1-carboxylate